NCC1CCN(CC1)C(=O)OCCCC butyl 4-(aminomethyl)piperidine-1-carboxylate